FC=1C=C(C=CC1)[C@H]1[C@@H](CC=C(C1)CCC=C(C)C)C(=O)C1=C(C=CC=C1O)O (trans-3'-fluoro-5-(4-methylpent-3-en-1-yl)-1,2,3,6-tetrahydro-[1,1'-biphenyl]-2-yl)(2,6-dihydroxyphenyl)methanone